COC(=O)C=1N(C=CC1C(=O)OC)C 1-methyl-1H-pyrrole-2,3-dicarboxylic acid dimethyl ester